CN(C1CC2COCC(C1)N2)C=2N=NC(=CC2)C2=CC=C(C=1N=CSC12)C=1C=NNC1 (endo)-N-methyl-N-{6-[4-(1H-pyrazol-4-yl)-1,3-benzothiazol-7-yl]pyridazin-3-yl}-3-oxa-9-azabicyclo[3.3.1]nonan-7-amine